C(CCCCCCCC)N(CC(=O)N(C)CCCCN(C(CN(CCCCCCCCC)CCN(CCCCCCCCC)CCCCCCCCC)=O)C)CCCCCCCCC 2-(dinonylamino)-N-(4-(2-((2-(dinonylamino)ethyl)(nonyl)amino)-N-methylacetamido)butyl)-N-methylacetamide